1-[9-ethyl-6-(2-methylbenzoyl)-9H-carbazol-3-yl]-adamantyl-methane C(C)N1C2=CC=C(C=C2C=2C=C(C=CC12)C12C(C3CC(CC(C1)C3)C2)C)C(C2=C(C=CC=C2)C)=O